ethyl (Z)-3-((3-ethyl-7-(methylthio)-1,1-dioxido-5-phenyl-3-propyl-2,3,4,5-tetrahydro-1,5-benzothiazepin-8-yl) oxy)-2-fluoroacrylate C(C)C1(CS(C2=C(N(C1)C1=CC=CC=C1)C=C(C(=C2)O\C=C(\C(=O)OCC)/F)SC)(=O)=O)CCC